N-methyl-5-(4-((3-methyl-2,4-dioxo-1,2,3,4-tetrahydrofuro[3,2-d]pyrimidin-6-yl)methyl)piperazin-1-yl)picolinamide CNC(C1=NC=C(C=C1)N1CCN(CC1)CC1=CC=2NC(N(C(C2O1)=O)C)=O)=O